BrC1=CC=C(C(=N1)Cl)COC1=CC=CC(=N1)C1=CC(=C(CC2=NC3=C(N2C[C@H]2OCC2)C=C(C=C3)C(=O)OC)C=C1F)F Methyl (S)-2-(4-(6-((6-bromo-2-chloropyridin-3-yl)methoxy)pyridin-2-yl)-2,5-difluorobenzyl)-1-(oxetan-2-ylmethyl)-1H-benzo[d]imidazole-6-carboxylate